C(CC)C(C(=O)NC(C(=O)N)CCC)CCC 2-propylpentanamidopentanamide